C(C)(C)(C)OC(=O)N1CC(C1)C1=CC=C(C=C1)C1=NN=C(N1)C1(CC1)C(F)(F)F.C(C=C)[Si](OC1=CC=CC=C1)(OC1=CC=CC=C1)OC1=CC=CC=C1 allyl-(triphenoxy)silane tert-butyl-3-[4-[5-[1-(trifluoromethyl)cyclopropyl]-4H-1,2,4-triazol-3-yl]phenyl]azetidine-1-carboxylate